C(C)N(C(OC(C)(C)C)=O)C(C)C1=NC=C(C=C1)C(F)(F)F tert-butyl ethyl(1-(5-(trifluoromethyl)pyridin-2-yl)ethyl)carbamate